6-(1-Methyl-1H-pyrazol-4-yl)pyrazolo[1,5-a]pyrazin-4-ol CN1N=CC(=C1)C=1N=C(C=2N(C1)N=CC2)O